7-methyl-1,3-dihydro-2H-imidazo[4,5-c]Pyridine-2-thione CC=1C2=C(C=NC1)NC(N2)=S